(S)-5-(((1-Acetylpiperidin-4-yl)amino)methyl)-N-(2-chloro-3-(3'-chloro-6-methoxy-5-((((5-oxopyrrolidin-2-yl)methyl)amino)methyl)-[2,4'-bipyridin]-2'-yl)phenyl)thiazole-2-carboxamide C(C)(=O)N1CCC(CC1)NCC1=CN=C(S1)C(=O)NC1=C(C(=CC=C1)C1=NC=CC(=C1Cl)C1=NC(=C(C=C1)CNC[C@H]1NC(CC1)=O)OC)Cl